ClC=1C(=NC=CC1)OC[C@H](C)NC1=NC=NC(=C1Cl)C(F)F (S)-N-(1-((3-chloropyridin-2-yl)oxy)propan-2-yl)-5-chloro-6-difluoromethylpyrimidin-4-amine